1-Hexyl-3-ethylimidazolium C(CCCCC)N1C=[N+](C=C1)CC